OC(CCCC)C1=C(C(=O)O)C=CC=C1.OC12CC3C(C(CC(C1)C3)C2)N trans-1-hydroxyadamantan-4-amine 2-(1-hydroxypentyl)benzoate